C(C)(C)(C)OC(=O)N1[C@H]2CC(C[C@@H]1CC2)NC=2N=NC(=CC2)Cl (1R,3S,5S)-3-((6-Chloropyridazin-3-yl)amino)-8-azabicyclo[3.2.1]octane-8-carboxylic acid tert-butyl ester